FC1(CCN(CC1)C=1C=2N(C=C(N1)NC(C1=C(C=C(C=C1)S(=O)(=O)C)N1CCC3(CC3)CC1)=O)N=CN2)F N-(8-(4,4-difluoropiperidin-1-yl)-[1,2,4]triazolo[1,5-a]pyrazin-6-yl)-4-(methylsulfonyl)-2-(6-azaspiro[2.5]octan-6-yl)benzamide